FC(C(=O)N1CCC(CC1)CO)(F)F 2,2,2-trifluoro-1-(4-(hydroxymethyl)piperidin-1-yl)ethanone